ClC1=C(C=C(C=C1)C1=NOC(=C1)[C@@H]([C@@](CN1N=NN=C1)(O)C1=C(C=C(C=C1)F)F)C)F (2R,3R)-3-(3-(4-chloro-3-fluorophenyl)isoxazol-5-yl)-2-(2,4-difluorophenyl)-1-(1H-tetrazol-1-yl)butan-2-ol